4-Bromo-6-methoxyquinolin-3-amine BrC1=C(C=NC2=CC=C(C=C12)OC)N